ethyl 4-(2-bromo-4-fluorophenyl)-6-((((S)-1-(tert-butoxy)-1-oxo-3-phenylpropan-2-yl) amino) methyl)-2-(thiazol-2-yl)-1,4-dihydropyrimidine-5-carboxylate BrC1=C(C=CC(=C1)F)C1N=C(NC(=C1C(=O)OCC)CN[C@H](C(=O)OC(C)(C)C)CC1=CC=CC=C1)C=1SC=CN1